Tert-butyl 6-(prop-2-yn-1-yloxy)-2-azaspiro[3.3]heptane-2-carboxylate C(C#C)OC1CC2(CN(C2)C(=O)OC(C)(C)C)C1